6-bromo-N-(4-chloro-5-cyclopropyl-isothiazol-3-yl)-1H-pyrrolo[2,3-b]pyridine BrC1=CC=C2C(=N1)N(C=C2)C2=NSC(=C2Cl)C2CC2